CN(C(OC(C)(C)C)=O)CC1=NN(C(C1)=O)CCC(C)C tert-Butyl methyl{[1-(3-methylbutyl)-5-oxo-4,5-dihydro-1H-pyrazol-3-yl]methyl}carbamate